Methylenecyclopropane C=C1CC1